4-[3-(1-hydroxyethyl)-6-[5-[(6-methylpyridazin-3-yl)amino]benzimidazol-1-yl]-2-pyridinyl]morpholine-2-carbonitrile OC(C)C=1C(=NC(=CC1)N1C=NC2=C1C=CC(=C2)NC=2N=NC(=CC2)C)N2CC(OCC2)C#N